carboxy-7-((4'-chloro-[1,1'-biphenyl]-2-yl)oxy)-1,2,3,4-tetrahydronaphthalene-2-aminium chloride [Cl-].C(=O)(O)C1C(CCC2=CC=C(C=C12)OC1=C(C=CC=C1)C1=CC=C(C=C1)Cl)[NH3+]